1-(2-(((1-isopropyl-6-((5-methylthiazol-2-yl)amino)-1H-pyrrolo[3,2-c]pyridin-4-yl)oxy)methyl)azetidin-1-yl)prop-2-en-1-one C(C)(C)N1C=CC=2C(=NC(=CC21)NC=2SC(=CN2)C)OCC2N(CC2)C(C=C)=O